3-(isoquinolin-4-yl)-2-oxo-1-(spiro[2.3]hexan-5-yl)imidazolidine-4-carbonitrile C1=NC=C(C2=CC=CC=C12)N1C(N(CC1C#N)C1CC2(CC2)C1)=O